ethyl 2-[2-methoxyethyl-[2-[[(E)-3-[4-(trifluoromethyl)phenyl]prop-2-enoyl]amino]acetyl]amino]acetate COCCN(CC(=O)OCC)C(CNC(\C=C\C1=CC=C(C=C1)C(F)(F)F)=O)=O